O1COC2=C1C=CC(=C2)[C@H]2[C@@H]([C@@H]([C@H]2C2=CC1=C(OCO1)C=C2)C(=O)O)C(=O)O (1R,2S,3R,4S)-3,4-bis(benzo[d][1,3]dioxolan-5-yl)cyclobutane-1,2-dicarboxylic acid